CN1C[C@@H]2[C@H](C1)CCN2C2=C(C=NC=1NC3=C(C=C(C(=C3C12)F)F)NC)C1=CN2C(C=CC=C2C=C1)=O 7-[4-[(3aS,6aS)-5-methyl-2,3,3a,4,6,6a-hexahydropyrrolo[2,3-c]pyrrol-1-yl]-5,6-difluoro-8-(methylamino)-9H-pyrido[2,3-b]indol-3-yl]-4-oxo-quinolizine